ClC=1C=C(C=C(C1)Cl)C=1C(=NN(C1C(=O)O)C=1SC(=C(N1)C=1C=CC=2N(C1)C=CN2)SC(C)C)C 4-(3,5-dichlorophenyl)-1-(4-(imidazo[1,2-a]pyridin-6-yl)-5-(isopropylsulfanyl)thiazol-2-yl)-3-methyl-1H-pyrazole-5-carboxylic acid